(2S,4R)-1-((S)-1-amino-14-(tert-butyl)-12-oxo-3,6,9-trioxa-13-aza-pentadecane-15-yl)-4-hydroxy-N-(4-(4-methylthiazol-5-yl)benzyl)pyrrolidine-2-carboxamide NCCOCCOCCOCCC(N[C@H](CN1[C@@H](C[C@H](C1)O)C(=O)NCC1=CC=C(C=C1)C1=C(N=CS1)C)C(C)(C)C)=O